NC1=C(C=C(C(=C1)OCC1=CC=CC=C1)OC)C(=O)N1[C@@H](CC2(CC2)CC1)CO (S)-(2-amino-4-(benzyloxy)-5-methoxyphenyl)(5-(hydroxymethyl)-6-azaspiro[2.5]octan-6-yl)methanone